FC1=C(COC=2C=3N(C=CC2)C(=C(N3)C(=O)O)[N+](=O)[O-])C(=CC=C1)OC 8-((2-Fluoro-6-methoxybenzyl)oxy)-3-nitroimidazo[1,2-a]pyridine-2-carboxylic acid